methyl-4-((3-ethynylphenyl)amino)-7-methoxy-5-nitroquinazolin-6-ol CC1=NC2=CC(=C(C(=C2C(=N1)NC1=CC(=CC=C1)C#C)[N+](=O)[O-])O)OC